BrC(C)C=1C=C(C(=NC1)F)OC 5-(1-bromoethyl)-2-fluoro-3-methoxypyridine